ClC(C(=O)C1=CC(=C(C=C1)Cl)F)NC(C1=CC(=CC=C1)C)=O N-[1-chloro-2-(4-chloro-3-fluorophenyl)-2-oxoethyl]-3-methylbenzamide